C1CCC2=C(C=3CCCC3C=C12)NC(=O)N=S(=O)(N)C1=CC(=CC=C1)CN1CCN(CC1)C N'-((1,2,3,5,6,7-hexahydro-s-indacen-4-yl)carbamoyl)-3-((4-methylpiperazin-1-yl)methyl)benzenesulfonimidamide